tert-butyl (S)-5-amino-4-(5-(((S)-1-((8-cyclopropyl-2-(tetrahydro-2H-pyran-4-yl) quinolin-6-yl) methyl) pyrrolidin-3-yl) oxy)-1-oxoisoindolin-2-yl)-5-oxopentanoate NC([C@H](CCC(=O)OC(C)(C)C)N1C(C2=CC=C(C=C2C1)O[C@@H]1CN(CC1)CC=1C=C2C=CC(=NC2=C(C1)C1CC1)C1CCOCC1)=O)=O